[4-({1-[(2E)-2-(aminomethyl)-3-fluoroprop-2-en-1-yl]-5-oxo-1,5-dihydro-4H-1,2,4-triazol-4-yl}methyl)thiophen-3-yl]-8-methyl-3,4-dihydro-quinolin-2(1H)-one NC/C(/CN1N=CN(C1=O)CC=1C(=CSC1)N1C(CCC2=CC=CC(=C12)C)=O)=C\F